C(#N)C12CC(C1)(C2)C(=O)NC=2C=CC(=NC2)C=2N=NN(C2NC(O[C@H](C)C=2C(=NC=C(C2)F)Cl)=O)C (R)-1-(2-chloro-5-fluoropyridin-3-yl)ethyl (4-(5-(3-cyanobicyclo[1.1.1]pentane-1-carboxamido)pyridin-2-yl)-1-methyl-1H-1,2,3-triazol-5-yl)carbamate